5-(4-(diphenylamino)phenyl)thiophene-2-formaldehyde C1(=CC=CC=C1)N(C1=CC=C(C=C1)C1=CC=C(S1)C=O)C1=CC=CC=C1